CN1C(CC(CC1)C(=O)Cl)C(F)(F)F 1-methyl-2-(trifluoromethyl)piperidine-4-carbonyl chloride